5,6-difluoro-bicyclo[2.2.1]hept-2-ene FC1C2C=CC(C1F)C2